2-(4-hydroxypentyl)isoindoline-1,3-dione OC(CCCN1C(C2=CC=CC=C2C1=O)=O)C